7-(2-aminopyrimidin-5-yl)-1-(2-(tetrahydro-2H-pyran-4-yl)ethyl)-3,4-dihydropyrazino[2,3-b]pyrazin-2(1H)-one NC1=NC=C(C=N1)C1=CN=C2C(=N1)N(C(CN2)=O)CCC2CCOCC2